NC1=NC=CC=2N1C(=NC2C2CN(CCC2)C(C#CC)=O)C2=CC=C(C(=O)NC1=NC=CC=C1)C=C2 4-(5-amino-1-(1-(but-2-ynoyl)piperidin-3-yl)imidazo[1,5-c]pyrimidin-3-yl)-N-(pyridin-2-yl)benzamide